2-((1-(6-methyl-2-(2-methyl-2H-indazol-5-yl)-4-oxo-4H-chromen-8-yl)ethyl)amino)nicotinic acid CC=1C=C2C(C=C(OC2=C(C1)C(C)NC1=C(C(=O)O)C=CC=N1)C1=CC2=CN(N=C2C=C1)C)=O